(S)-2-(3-(2-(3-fluoroazetidin-1-yl)ethyl)-6-oxo-4-(trifluoromethyl)pyridazin-1(6H)-yl)-4-methylpentanoic acid methyl ester COC([C@H](CC(C)C)N1N=C(C(=CC1=O)C(F)(F)F)CCN1CC(C1)F)=O